Lithium Chloride Chlorine [Cl+].[Cl-].[Li+].[Cl-]